magnesium hydrophosphate P(=O)([O-])([O-])O.[Mg+2]